2-amino-1-(4-(4-((3-chlorobenzyl)amino)-6-(3,5-dimethylisoxazol-4-yl)quinazolin-2-yl)piperazin-1-yl)ethanone NCC(=O)N1CCN(CC1)C1=NC2=CC=C(C=C2C(=N1)NCC1=CC(=CC=C1)Cl)C=1C(=NOC1C)C